ClC1=CC=C(C=C1)C(N1C[C@@H](N(C[C@H]1C)N1C2=NC(=NC=C2N=C1)Cl)C)C1=CC=C(C=C1)Cl ((2S,5R)-4-(Bis(4-chlorophenyl)methyl)-2,5-dimethylpiperazin-1-yl)-2-chloro-9H-purine